N-(4-(3-amino-1H-indazol-5-yl)pyridin-2-yl)-2-(4-chlorophenyl)acetamide NC1=NNC2=CC=C(C=C12)C1=CC(=NC=C1)NC(CC1=CC=C(C=C1)Cl)=O